CN1N=CC(=C1)C1=NC2=CC=CC=C2C(=C1)NCCCN N1-(2-(1-methyl-1H-pyrazol-4-yl)quinolin-4-yl)propane-1,3-diamine